SC1CSC2(SC1)SCC(CS2)S 3,9-dimercapto-1,5,7,11-tetrathiaspiro[5.5]undecane